NC1=C2C(=NC=N1)N(N=C2C2=CC=C(C=C2)OC2=CC=CC=C2)C2CCN(CC2)CC=2C(=C1C(N(C(C1=CC2)=O)C2C(NC(CC2)=O)=O)=O)F 5-((4-(4-amino-3-(4-phenoxyphenyl)-1H-pyrazolo[3,4-d]pyrimidin-1-yl)piperidin-1-yl)methyl)-2-(2,6-dioxopiperidin-3-yl)-4-fluoroisoindoline-1,3-dione